C1(CCCC1)OC1=NC(=NC=C1)N[C@H]1CN(CC1)C(=O)C1=CC=C(C=C1)NC(C=C)=O (R)-N-(4-(3-((4-(cyclopentyloxy)pyrimidin-2-yl)amino)pyrrolidine-1-carbonyl)phenyl)acrylamide